Cl.Cl.BrC=1N=C(C=2N(C1)C=C(N2)N)C 6-bromo-8-methyl-imidazo[1,2-a]pyrazin-2-amine dihydrochloride